OC1=C(C=O)C=C(C=C1)[N+](=O)[O-] 2-Hydroxy-5-nitrobenzaldehyd